N-[2-(2-pyridineformyl)phenyl]benzamide N1=C(C=CC=C1)C(=O)C1=C(C=CC=C1)NC(C1=CC=CC=C1)=O